C1(=CC=CC=C1)C(CC1=NC=CC=C1)C1=CC=CC=C1 2-(2,2-diphenyl-ethyl)-pyridine